di(2-chlorophenyl) phosphate P(=O)(OC1=C(C=CC=C1)Cl)(OC1=C(C=CC=C1)Cl)[O-]